S(=O)(O)F.C=CC propylene fluorosulfite